2-(4-bromophenoxy)acetonitrile BrC1=CC=C(OCC#N)C=C1